2-(3-bromopyridin-4-yl)-3-((3-chloro-2-methoxyphenyl)amino)-4-oxo-1,4,6,7-tetrahydro-5H-pyrrolo[3,2-c]pyridine-5-carboxylic acid tert-butyl ester C(C)(C)(C)OC(=O)N1C(C2=C(CC1)NC(=C2NC2=C(C(=CC=C2)Cl)OC)C2=C(C=NC=C2)Br)=O